uridine triphosphate disodium salt [Na+].[Na+].P([O-])(=O)(OP(=O)([O-])OP(=O)(O)O)OC[C@@H]1[C@H]([C@H]([C@@H](O1)N1C(=O)NC(=O)C=C1)O)O